1-(3-methylbenzyl)-3,4-dihydroisoquinoline CC=1C=C(CC2=NCCC3=CC=CC=C23)C=CC1